(S)-quinuclidin-3-yl (5-(4-ethoxyphenyl)-2,2-dimethyl-2,3-dihydro-1H-inden-1-yl)carbamat C(C)OC1=CC=C(C=C1)C=1C=C2CC(C(C2=CC1)NC(O[C@@H]1CN2CCC1CC2)=O)(C)C